N1CC(C1)COC1=NOC(=C1)[C@H](C(=O)N1[C@@H](C[C@H](C1)O)C(=O)N[C@@H](C)C1=CC=C(C=C1)C1=C(N=CS1)C)C(C)C (2S,4R)-1-[(2R)-2-[3-(azetidin-3-ylmethoxy)isoxazol-5-yl]-3-methyl-butanoyl]-4-hydroxy-N-[(1S)-1-[4-(4-methylthiazol-5-yl)phenyl]ethyl]pyrrolidine-2-carboxamide